BrC1=CC=CC=2C=C(OC21)C(C)=O 1-(7-bromobenzofuran-2-yl)ethanone